NC=1N2C(C=3N(C(N(C3N1)CCN1CCN(CC1)C1=C(C=C(C(=O)N(C)CCN(C)C)C=C1)F)=O)C)=NC(=N2)C=2OC=CC2 4-(4-(2-(5-amino-8-(furan-2-yl)-1-methyl-2-oxo-1H-[1,2,4]triazolo[5,1-i]purin-3(2H)-yl)ethyl)piperazin-1-yl)-N-(2-(dimethylamino)ethyl)-3-fluoro-N-methylbenzamide